FC(C1=CC=C(C=N1)C1=C(C(N(N=C1)C=1C=NN(C1)C)=O)C(=O)O)F [6-(difluoromethyl)pyridin-3-yl]-2-(1-methyl-1H-pyrazol-4-yl)-3-oxo-2,3-dihydropyridazine-4-carboxylic acid